O=C1CC(N(C2=C(N1)C1=CC=CC=C1C=C2)C2=CC=C(C=C2)N(S(=O)(=O)C2=C(C=CC=C2)[N+](=O)[O-])CCO)=O N-[4-(2,4-dioxo-1,2,3,4-tetrahydronaphtho[1,2-b][1,4]diazepin-5-yl)phenyl]-N-(2-hydroxyethyl)-2-nitrobenzenesulfonamide